5-fluoro-1,2,3,4-tetrahydroisoquinoline-6-carboxylic acid tert-butyl ester C(C)(C)(C)OC(=O)C=1C(=C2CCNCC2=CC1)F